C[O-].[PH4+] phosphonium methoxide